O[C@H]1[C@@H](O[C@]([C@H]1O)(CO[Si](C(C)C)(C(C)C)C(C)C)CO)N1C(NC(C(=C1)C)=O)=O 1-[(2R,3R,4S,5S)-3,4-dihydroxy-5-(hydroxymethyl)-5-(triisopropylsilyloxymethyl)-tetrahydrofuran-2-yl]-5-methyl-pyrimidine-2,4-dione